2-(2-(4-amino-3-chlorophenyl)-7-oxo-1,7-dihydro-6H-pyrrolo[2,3-c]pyridin-6-yl)propanoic acid NC1=C(C=C(C=C1)C1=CC2=C(C(N(C=C2)C(C(=O)O)C)=O)N1)Cl